C1(CC1)N=S(=O)(C1=CC=C(C=C1)C1=CC2=NC=CC(=C2O1)C1=CC(=CC=C1)C(=O)N1CCOCC1)C (cyclopropylimino)(methyl)(4-(7-(3-(morpholine-4-carbonyl)phenyl)furo[3,2-b]pyridin-2-yl)phenyl)-λ6-sulfanone